N-[(1s,2s)-2-(2,4-dichlorophenyl)cyclobutyl]acetamide ClC1=C(C=CC(=C1)Cl)[C@H]1[C@H](CC1)NC(C)=O